F[C@@H]1C[C@H](N(C1)C(=O)OC(C)(C)C)C(=O)OC(C)(C)C di-tert-butyl (2S,4R)-4-fluoropyrrolidine-1,2-dicarboxylate